S1C=NC(=C1)C1=CC=2N(C=C1)C(=CN2)C(=O)OCC Ethyl 7-thiazol-4-ylimidazo[1,2-a]pyridine-3-carboxylate